6-chloro-3-methyl-3-(pyridin-2-yl)-2,3-dihydroimidazo[1,5-a]pyridine-1,5-dione ClC1=CC=C2N(C1=O)C(NC2=O)(C2=NC=CC=C2)C